1,2-di-pentadecanoyl-sn-glycerol C(CCCCCCCCCCCCCC)(=O)OC[C@@H](OC(CCCCCCCCCCCCCC)=O)CO